C(C1=CC=CC=C1)[C@@H]1COCCN1C1=CC2=C(C=N1)C(=NN2)C=2C(=C(C(=C(C2)C(F)(F)F)F)O)F (R)-3-(6-(3-Benzylmorpholino)-1H-pyrazolo[4,3-c]pyridin-3-yl)-2,6-difluoro-5-(trifluoromethyl)phenol